[C@H]12CNC[C@@H]2C1C1=C(C=CC(=N1)OCC1=C(C=C(C#N)C=C1)F)F 4-(((6-((1R,5S,6r)-3-Azabicyclo[3.1.0]hexan-6-yl)-5-fluoropyridin-2-yl)oxy)methyl)-3-fluorobenzonitrile